NC=1C=CC(=C(C1)C1=C(C=C2C(=NC(N(C2=C1)C1=C(C=CC=C1)C(C)C)=O)N1[C@H](CN(CC1)C(C=C)=O)C)Cl)Cl 7-(5-amino-2-chlorophenyl)-6-chloro-4-((2S)-2-methyl-4-(2-propenoyl)-1-piperazinyl)-1-(2-(2-propanyl)phenyl)-2(1H)-quinazolinone